C1(CC1)N1N=C2N(C(N([C@H](C2=C1)C)C1CCN(CC1)C1=C(C=CC=C1C)F)=O)CC1=C(C=CC=C1)C(F)(F)F (S)-2-Cyclopropyl-5-[1-(2-fluoro-6-methyl-phenyl)-piperidin-4-yl]-4-methyl-7-(2-trifluoromethyl-benzyl)-2,4,5,7-tetrahydro-pyrazolo[3,4-d]pyrimidin-6-on